2-amino-N-((6-(difluoromethoxy)-3-pyridazinyl)methyl)-3-methyl-N-((1S)-1-(2-pyrimidinyl)ethyl)-6-quinolinecarboxamide NC1=NC2=CC=C(C=C2C=C1C)C(=O)N([C@@H](C)C1=NC=CC=N1)CC=1N=NC(=CC1)OC(F)F